COC1=CC(=CC=C1)OC 2,6-dimethoxy-benzene